methyl 2-(4-(tert-butyl)phenyl)-4-methylquinoline-7-carboxylate C(C)(C)(C)C1=CC=C(C=C1)C1=NC2=CC(=CC=C2C(=C1)C)C(=O)OC